C(#N)C1=CC(=C(C(=C1)CC(C)C)N1C(=NC2=C1C=CC=C2)C2=CC=CC=C2)CC(C)C (4-Cyano-2,6-diisobutylphenyl)-2-phenyl-1H-benzimidazole